OCC1N(CCCC1)C(=O)OC(C)(C)C tert-butyl 2-(hydroxymethyl)piperidine-1-carboxylate